4-((3'-hydroxy-[1,1'-biphenyl]-4-yl)methyl)piperazine-1-carboxylic acid tert-butyl ester C(C)(C)(C)OC(=O)N1CCN(CC1)CC1=CC=C(C=C1)C1=CC(=CC=C1)O